tert-Butyl 4-{5-[4-(methoxycarbonyl)phenyl]-1,3,4-oxadiazol-2-yl}piperidine-1-carboxylate COC(=O)C1=CC=C(C=C1)C1=NN=C(O1)C1CCN(CC1)C(=O)OC(C)(C)C